NC=1C=2N(C(=CN1)C)C(=NC2C2=C(C=C(C=C2)NC([C@@H](O)C2=CC(=CC=C2)Cl)=O)F)C([2H])([2H])[2H] (s)-N-[4-[8-amino-5-methyl-3-(trideuteriomethyl)imidazo[1,5-a]pyrazin-1-yl]-3-fluoro-phenyl]-2-(3-chlorophenyl)-2-hydroxy-acetamide